CN(C)CC1CCN2C(O1)=C(C(=N2)C2=C(C=CC=C2)F)C(=O)N[C@@H]2C(NC1=C(C(=N2)C2=CC=CC=C2)C=CC=C1F)=O 5-[(Dimethylamino)methyl]-N-[(3S)-9-fluoro-2-oxo-5-phenyl-1,3-dihydro-1,4-benzodiazepin-3-yl]-2-(2-fluorophenyl)-6,7-dihydro-5H-pyrazolo[5,1-b][1,3]oxazine-3-carboxamide